COC(C)OCCN 2-(1-methoxyethoxy)ethyl-amine